1-(4-((2,6-dioxopiperidin-3-yl)oxy)phenyl)piperidine-4-carboxaldehyde O=C1NC(CCC1OC1=CC=C(C=C1)N1CCC(CC1)C=O)=O